C(=O)(O)CCNC1=C2N=CN(C2=NC=N1)[C@H]1[C@@H]([C@@H]([C@H](O1)CSCC[C@H](N)C(=O)O)O)O S-(((2S,3S,4R,5R)-5-(6-((2-carboxyethyl)amino)-9H-purin-9-yl)-3,4-dihydroxytetrahydrofuran-2-yl)methyl)-L-homocysteine